C(C)(C)(C)OC(=O)N[C@@H](CC1=CC=CC=C1)C(=O)OC(CCCCCCCCCCC)CCCCCCCCCCC Tricosan-12-yl (tert-butoxycarbonyl)-L-phenylalaninate